C(C1=CC=CC=C1)OC1=C(C=C(C(=C1)OCC1=CC=CC=C1)F)C1(COC1)NCC=1C(=C(C=CC1)NC(OC(C)(C)C)=O)F tert-butyl N-{3-[({3-[2,4-bis(benzyloxy)-5-fluorophenyl]oxetan-3-yl}amino)methyl]-2-fluorophenyl}carbamate